2-(2-methoxyphenyl)-9H-pyrimido[4,5-b]indole COC1=C(C=CC=C1)C=1N=CC2=C(NC3=CC=CC=C23)N1